O=C1N(C2=CC=CC=3C2=C1C=CC3C3CCNCC3)C3C(NC(CC3)=O)=O 3-[2-oxo-5-(4-piperidyl)benzo[cd]indol-1-yl]piperidine-2,6-dione